2-((2-((3-cyanobenzo[b]thiophen-2-yl)amino)-2-oxoethyl)thio)-2-methylpropanoic acid C(#N)C=1C2=C(SC1NC(CSC(C(=O)O)(C)C)=O)C=CC=C2